C(#N)C=1C=NN(C1)[C@H]1[C@@H](CC1)C=1NC(C2=C(N1)N(N=C2C#N)[C@H](C)C2CCOCC2)=O 6-((1R,2R)-2-(4-cyano-1H-pyrazol-1-yl)cyclobutyl)-4-oxo-1-((R)-1-(tetrahydro-2H-pyran-4-yl)ethyl)-4,5-dihydro-1H-pyrazolo[3,4-d]pyrimidine-3-carbonitrile